ICC\C=C/CCCCCC (3Z)-1-iodo-3-decene